ethyl N-(pyridin-2-ylmethyl)-P-(4-(5-(trifluoromethyl)-1,2,4-oxadiazol-3-yl)benzyl)phosphonamidate N1=C(C=CC=C1)CNP(OCC)(=O)CC1=CC=C(C=C1)C1=NOC(=N1)C(F)(F)F